N-(2-fluoro-5-(5-(furan-2-yl)-1,3,4-oxadiazol-2-yl)phenyl)-2-methoxy-5-(3-methoxypropyl)benzamide FC1=C(C=C(C=C1)C=1OC(=NN1)C=1OC=CC1)NC(C1=C(C=CC(=C1)CCCOC)OC)=O